tert-butyl 3-(methoxymethyl)-3-methylazetidine-1-carboxylate COCC1(CN(C1)C(=O)OC(C)(C)C)C